NC1=NN2C(C=C(C=C2)C=2C(=NC(=C(C(=O)NCC3=C(C(=CC=C3)F)C(=O)N3CC(CC3)(F)F)C2)OC)C)=N1 5-(2-amino-[1,2,4]triazolo[1,5-a]pyridin-7-yl)-N-(2-(3,3-difluoropyrrolidine-1-carbonyl)-3-fluorobenzyl)-2-methoxy-6-methylnicotinamide